tert-Butyl 4-(3-Amino-4-((2-oxo-2,3-dihydro-1H-pyrrolo[2,3-b]pyridin-5-yl)amino)phenyl)piperidine-1-carboxylate NC=1C=C(C=CC1NC=1C=C2C(=NC1)NC(C2)=O)C2CCN(CC2)C(=O)OC(C)(C)C